C(C1=CC=CC=C1)(=O)OC[C@]1(O[C@H](C[C@@H]1OC(CCCCCC)=O)N1C2=NC(=NC(=C2N=C1)N)F)C#C [(2R,3S,5R)-5-(6-amino-2-fluoro-9H-purin-9-yl)-2-ethynyl-3-(heptanoyloxy) oxolan-2-yl]methyl benzoate